C(C=C)(=O)OC1C(C=CC=C1)=O oxo-phenol acrylate